C(#N)C=1C(=NC(=NC1)N[C@H]1C[C@H](CCC1)N1C=NC=2C1=NC=C(C2)C#N)C=2N=CN(C2)C 3-((1S,3R)-3-((5-cyano-4-(1-methyl-1H-imidazol-4-yl)pyrimidin-2-yl)amino)cyclohexyl)-3H-imidazo[4,5-b]pyridine-6-carbonitrile